1-(5-(dibenzylamino)-3-fluoro-6-methoxypyridin-2-yl)-2,2,2-trifluoroethan-1-ol C(C1=CC=CC=C1)N(C=1C=C(C(=NC1OC)C(C(F)(F)F)O)F)CC1=CC=CC=C1